Ethyl 3-(3-(benzyloxy)cyclobutyl)-3-(4-(8-chloro-7-((2-methyl-1-((2-(trimethylsilyl)ethoxy)methyl)-1H-benzo[d]imidazol-6-yl)oxy)quinoxalin-2-yl)-1H-pyrazol-1-yl)butanoate C(C1=CC=CC=C1)OC1CC(C1)C(CC(=O)OCC)(C)N1N=CC(=C1)C1=NC2=C(C(=CC=C2N=C1)OC=1C=CC2=C(N(C(=N2)C)COCC[Si](C)(C)C)C1)Cl